C(C)(C)(C)OCCN(CCC(C(=O)O)NC(=O)C1=NNC=C1Cl)CCCCC1=NC=2NCCCC2C=C1 4-[2-tert-butoxyethyl-[4-(5,6,7,8-tetrahydro-1,8-naphthyridin-2-yl)butyl]amino]-2-[(4-chloro-1H-pyrazole-3-carbonyl)amino]butanoic acid